(R)-4-hydroxydihydrofuran OC=1CCOC1